C(C)(C)(C)OC(=O)N1CC(C(CC1)N1C(C2=CC=CC=C2C1=O)=O)CO[Si](C)(C)C(C)(C)C.N[C@@H](C(=O)NC([2H])([2H])C1=C(C(=C(C(=C1[2H])[2H])[2H])[2H])[2H])C (R)-2-amino-N-((phenyl-d5)methyl-d2)propanamide tert-butyl-3-[[tert-butyl(dimethyl)silyl]oxymethyl]-4-(1,3-dioxoisoindolin-2-yl)piperidine-1-carboxylate